FC(C1=NC=C2N1CC(CN2C2=CC=C(C=C2)C(F)(F)F)OS(=O)(=O)C)(F)F methanesulfonic acid (6-(trifluoromethyl)-1-(4-(trifluoromethyl) phenyl)-1,2,3,4-tetrahydroimidazo[1,5-a]pyrimidin-3-yl) ester